ClC=1C=CC(=C(C1)C1=CC(=C(N=N1)CO)NC1=CC(=NC=N1)NC(=O)C1CC(C1)N1CCC(CC1)C(=O)O[C@@H]1CN(CC1)CC(F)(F)F)F (3S)-1-(2,2,2-trifluoroethyl)pyrrolidin-3-yl 1-{3-[(6-{[6-(5-chloro-2-fluorophenyl)-3-(hydroxymethyl)pyridazin-4-yl]amino}pyrimidin-4-yl)carbamoyl]cyclobutyl}piperidine-4-carboxylate